C[C@H]1CN(CC[C@@H]1NC(=O)C1=CC(=CC=2N(C=NC21)CC(F)(F)F)C#CCNC=2C(OC)=CC(=C(C2)C(NC)=O)F)C2CCOCCC2 N-[(3S,4S)-3-methyl-1-(4-oxepanyl)-4-piperidyl]-6-{3-[4-(N-methylcarbamoyl)-5-fluoro-2-anisidino]-1-propynyl}-1-(2,2,2-trifluoroethyl)-1H-1,3-benzimidazole-4-carboxamide